ClC1=NC(=C2N=CN(C2=N1)C1=CC(=NS1)C)NN 5-(2-Chloro-6-hydrazinyl-9H-purin-9-yl)-3-methylisothiazole